C1(=CC=CC=C1)N(C1=CC=C(C=C1)C=CC=1C2=CC=CC=C2C=C2C=CC=CC12)C1=CC=CC=C1 1-(4-(diphenylamino)phenyl)-2-(9-anthryl)ethylene